S1C(=NCC1)CC(=O)O thiazolineacetic acid